C(C)(C)OCCCNC(C(=C)C)=O N-3-isopropoxypropylmethacrylamide